1-cyclopropyl-6-fluoro-7-[4-(2-hydroxyethyl)piperazin-1-yl]-3-({[(3S)-1-(6-methylpyridin-3-yl)piperidin-3-yl][(2-methylpyridin-4-yl)methyl]amino}methyl)-1,4-dihydroquinolin-4-one C1(CC1)N1C=C(C(C2=CC(=C(C=C12)N1CCN(CC1)CCO)F)=O)CN(CC1=CC(=NC=C1)C)[C@@H]1CN(CCC1)C=1C=NC(=CC1)C